(R)-1-(4-benzyl-6-fluoro-2-methyl-3-oxo-3,4-dihydro-2H-benzo[b][1,4]oxazin-7-yl)-3-(tert-butyl)urea C(C1=CC=CC=C1)N1C2=C(O[C@@H](C1=O)C)C=C(C(=C2)F)NC(=O)NC(C)(C)C